trans-1-(4-aminopyrimidin-2-yl)-4-methoxypiperidin-3-yl-carbamic acid tert-butyl ester C(C)(C)(C)OC(N[C@@H]1CN(CC[C@H]1OC)C1=NC=CC(=N1)N)=O